C(C)OC1=NC(=NC=C1C(NC=1C=C(C=2N(C1)C=C(N2)C)F)=O)N2CC1C(C2)CN(C1)C(=O)OC(C)(C)C tert-butyl 5-(4-ethoxy-5-((8-fluoro-2-methylimidazo[1,2-a]pyridin-6-yl)carbamoyl)pyrimidin-2-yl)hexahydropyrrolo[3,4-c]pyrrole-2(1H)-carboxylate